(2R,3R,4S,5R)-5-(2-amino-6-oxo-1H-purin-9(6H)-yl)-4-fluoro-2-(hydroxymethyl)tetrahydrofuran-3-yl isobutyrate C(C(C)C)(=O)O[C@@H]1[C@H](O[C@H]([C@H]1F)N1C=2N=C(NC(C2N=C1)=O)N)CO